C(C1=CC=CC=C1)C1=C(C(NC2=CC=C(C=C12)Cl)=O)C=1CC(N(N1)C(CCC(=O)O)=O)C=1C=NC=CC1 4-[5-(4-benzyl-6-chloro-2-oxo-1H-quinolin-3-yl)-3-(3-pyridyl)-3,4-dihydropyrazol-2-yl]-4-oxo-butanoic acid